Dinorbornenyl-ethylene glycol C12(C=CC(CC1)C2)C(C(C21C=CC(CC2)C1)O)O